2-(2,6-dimethylpyridin-4-yl)-3-isopropyl-5-(1-((1-methyl-1H-1,2,3-triazol-4-yl)methyl)piperidin-4-yl)-1H-indole CC1=NC(=CC(=C1)C=1NC2=CC=C(C=C2C1C(C)C)C1CCN(CC1)CC=1N=NN(C1)C)C